{3-[(tert-Butyldiphenylsilyl)oxy]-2-[2-(methylamino)ethoxy]propyl}-3,6-dichloro-5-methylpyridazine [Si](C1=CC=CC=C1)(C1=CC=CC=C1)(C(C)(C)C)OCC(CC1=C(N=NC(=C1C)Cl)Cl)OCCNC